ClC=1C(=C(C=CC1)NC1=C(NC2=C1C(NCC2)=O)C2=NC(=NC=C2)NC=2N(N=NC2)CS(=O)(=O)C)OC 3-[(3-chloro-2-methoxyphenyl)amino]-2-(2-{[3-(methylsulfonylmethyl)-1,2,3-triazol-4-yl]amino}pyrimidin-4-yl)-1H,5H,6H,7H-pyrrolo[3,2-c]pyridin-4-one